C(CCC(=O)OC(CCCCCCCC)CCCCCCCC)(=O)OCC(COC(CCCCCCC\C=C/C\C=C/CCCCC)=O)CO O1-[2-(hydroxymethyl)-3-[(9Z,12Z)-octadeca-9,12-dienoyl]oxy-propyl] O4-(1-octylnonyl) butanedioate